ClCC=1OC(=NN1)C1=NC=C(C=C1)C1COCC1 (chloromethyl)-5-(5-(tetrahydrofuran-3-yl)pyridin-2-yl)-1,3,4-oxadiazole